FC1(COC1)CN(C=1OC2=C(N1)C=C(C=C2)NC(=O)C=2C=CC1=C(CCO1)C2)C 2,3-dihydro-benzofuran-5-carboxylic acid {2-[(3-fluoro-oxetan-3-ylmethyl)-methyl-amino]-benzooxazol-5-yl}-amide